1,3-bis(trimethylsilyl)prop-1-yne C[Si](C#CC[Si](C)(C)C)(C)C